FC1=CC(=C2N(CC=3N(C2=C1)C(N(N3)C)=O)C)NC(OC(C)(C)C)=O tert-butyl (8-fluoro-2,5-dimethyl-1-oxo-1,2,4,5-tetrahydro-[1,2,4]triazolo[4,3-a]quinoxalin-6-yl)carbamate